O=S1(NCCNC2=C1C=CC=C2)=O 1,1-Dioxo-2,3,4,5-tetrahydrobenzo[f][1,2,5]thidiazepine